acrylic acid tetrachlorophenyl ester ClC=1C(=C(C(=C(C1)OC(C=C)=O)Cl)Cl)Cl